1-(4-n-butylphenyl)-2-(4-nitrophenyl)-2,3-dihydropyridin-4-one C(CCC)C1=CC=C(C=C1)N1C(CC(C=C1)=O)C1=CC=C(C=C1)[N+](=O)[O-]